5-(5-bromo-2-methoxybenzylidene)-3-(3-methoxybenzyl)thiazolidine-2,4-dione BrC=1C=CC(=C(C=C2C(N(C(S2)=O)CC2=CC(=CC=C2)OC)=O)C1)OC